CC(C[Na])(CCCCCCCCCCCCCC)OC(C=C)=O 2-methyl-2-acryloyloxyhexadecyl-sodium